2-amino-2-(6,7-dihydro-5H-pyrrolo[1,2-c]imidazol-1-yl)acetate hydrochloride Cl.NC(C(=O)O)C1=C2N(C=N1)CCC2